BrC=1C=C(C=CC1)C(C)(CCC=C)C1=NN(C(=N1)C=1C=C(OC=2C(=C3C=CNC3=CC2F)CC2=NC=C(N=C2)\C=C\C)C=CC1F)C (E)-5-(3-(3-(2-(3-bromophenyl)hex-5-en-2-yl)-1-methyl-1H-1,2,4-triazol-5-yl)-4-fluorophenoxy)-6-fluoro-4-((5-(prop-1-en-1-yl)pyrazin-2-yl)methyl)-1H-indole